6,7-dihydroquinoline-8(5H)-one N1=CC=CC=2CCCC(C12)=O